N=1C=CN2C1N=CC(=C2)C=2C=CN1N=C(N=C(C12)OC)N[C@@H](C(F)(F)F)C (R)-5-(imidazo[1,2-a]pyrimidin-6-yl)-4-methoxy-N-(1,1,1-trifluoropropan-2-yl)pyrrolo[2,1-f][1,2,4]triazin-2-amine